NC=1C(=NC(=C(N1)F)C1=C(C(=C(C=C1)N1CCOCC1)CN(C)CC)F)C=1C=C2CCNC(C2=CC1F)=O 6-(3-amino-6-(3-((ethyl(methyl)amino)methyl)-2-fluoro-4-morpholinophenyl)-5-fluoropyrazin-2-yl)-7-fluoro-3,4-dihydroisoquinolin-1(2H)-one